6-((5-(2-amino-5-methylpyridin-4-yl)-7-(2-(ethyl(methyl)amino)ethyl)-1-oxo-3,4-dihydroisoquinolin-2(1H)-yl)methyl)-4-ethoxynicotinonitrile NC1=NC=C(C(=C1)C1=C2CCN(C(C2=CC(=C1)CCN(C)CC)=O)CC1=NC=C(C#N)C(=C1)OCC)C